ClC=1C(=NC=CC1)OC[C@@H](C)NC1=NC=NC2=CC(=C(C=C12)OC)OC |r| (RS)-N-(1-((3-chloropyridin-2-yl)oxy)prop-2-yl)-6,7-dimethoxyquinazolin-4-amine